BrC1=CC=C(C=C1)C(C1=CC=CC=C1)N(C=1N(C(C(=C(N1)C(=O)NC1=C(C=CC=C1)I)OC)=O)C)C 2-{[(4-bromophenyl)(phenyl)methyl](methyl)amino}-N-(2-iodophenyl)-5-methoxy-1-methyl-6-oxo-1,6-dihydropyrimidine-4-carboxamide